CN(C(=O)[C@H]1OB(O[C@@H]1C(=O)N(C)C)\C=C\C(C)(C)C)C (4S,5S)-2-((E)-3,3-dimethyl-1-butenyl)-[1,3,2]dioxaborolan-4,5-dicarboxylic acid bis-dimethylamide